7-bromo-4-chloro-5-fluoroindoline BrC=1C=C(C(=C2CCNC12)Cl)F